O=C1C2(C=3C(=NC=CC3)N1)CCC1=C(N=C(O1)C(=O)O)C2 2'-Oxo-1',2',6,7-tetrahydro-4H-spiro[benzo[d]oxazole-5,3'-pyrrolo[2,3-b]pyridine]-2-Formic acid